2-(4-cyclopropyl-6-methoxypyrimidin-5-yl)-9-(4-(5-methyl-3-(trifluoromethyl)-1H-pyrazol-1-yl)benzyl)-9H-purine C1(CC1)C1=NC=NC(=C1C1=NC=C2N=CN(C2=N1)CC1=CC=C(C=C1)N1N=C(C=C1C)C(F)(F)F)OC